2-[5-nitro-6-(prop-1-en-2-yl)pyridin-3-yl]quinoline [N+](=O)([O-])C=1C=C(C=NC1C(=C)C)C1=NC2=CC=CC=C2C=C1